C(C)(C)(C)N(C(O)=O)C1CC2=CC=C(C=C2C1)Cl.Cl[Si](C1=CC=C(C=C1)CCl)(Cl)Cl trichloro(4-chloromethylphenyl)silane tert-butyl-(5-chloro-2,3-dihydro-1H-inden-2-yl)carbamate